(R)-N-methyl-N-(m-tolyl)thiazolidine-4-carboxamide hydrochloride Cl.CN(C(=O)[C@H]1NCSC1)C=1C=C(C=CC1)C